6-fluoro-2-phenylbenzo[d][1,2]selenazol-3(2H)-one FC1=CC2=C(C(N([Se]2)C2=CC=CC=C2)=O)C=C1